C(C)(C)OC1CN(C1)C(=O)NC1C2=C(CN(CC1)CC(F)(F)F)C=C(C=C2)C2=NC(=NC=C2)NC=2C=NN(C2)C 3-isopropoxy-N-(8-(2-((1-methyl-1H-pyrazol-4-yl)amino)pyrimidin-4-yl)-2-(2,2,2-trifluoroethyl)-2,3,4,5-tetrahydro-1H-benzo[c]azepin-5-yl)azetidine-1-carboxamide